(2R,5S)-4-(2,4-difluorobenzyl)-2,5-dimethylpiperazine-1-carboxylic acid tert-butyl ester C(C)(C)(C)OC(=O)N1[C@@H](CN([C@H](C1)C)CC1=C(C=C(C=C1)F)F)C